6-[2-[[4-[2-[bis[6-(2-hexyldecan-oyloxy)hex-yl]amino]-ethylamino]-3-methyl-4-oxo-butan-oyl]amino]-ethyl-[6-(2-hexyldecan-oyloxy)hex-yl]amino]-hexyl 2-hex-yldecanoate C(CCCCC)C(C(=O)OCCCCCCN(CCCCCCOC(C(CCCCCCCC)CCCCCC)=O)CCNC(CC(C(=O)NCCN(CCCCCCOC(C(CCCCCCCC)CCCCCC)=O)CCCCCCOC(C(CCCCCCCC)CCCCCC)=O)C)=O)CCCCCCCC